4-methyl 1-(1-(4-(trifluoromethyl)phenyl)cyclobutyl) 2-methylenesuccinate C=C(C(=O)OC1(CCC1)C1=CC=C(C=C1)C(F)(F)F)CC(=O)OC